methyl (2-((2-(2-bromo-4-(4-oxo-3,5,7,8-tetrahydro-4H-thiopyrano[4,3-d]pyrimidin-2-yl)phenyl)propan-2-yl)oxy)ethyl)carbamate BrC1=C(C=CC(=C1)C=1NC(C2=C(N1)CCSC2)=O)C(C)(C)OCCNC(OC)=O